Cl.NC1(CCC1)C#N 1-aminocyclobutane-1-carbonitrile hydrochloride